C(CC)NC(=O)C1=CN=CS1 N-propyl-thiazole-5-carboxamide